2-amino-6-borono-2-(1-(2,4-dichlorophenethyl)piperidin-4-yl)hexanoic acid NC(C(=O)O)(CCCCB(O)O)C1CCN(CC1)CCC1=C(C=C(C=C1)Cl)Cl